5-amino-4-hydroxy-2-(3,4-dichlorophenyl)-furan-3-one NC1=C(C(C(O1)C1=CC(=C(C=C1)Cl)Cl)=O)O